2-{3-[(3s,5r)-3-vinyl-5-methylpiperazin-1-yl]-1,2,4-triazin-6-yl}-5-(1H-pyrazol-4-yl)phenol dihydrochloride Cl.Cl.C(=C)[C@H]1CN(C[C@H](N1)C)C=1N=NC(=CN1)C1=C(C=C(C=C1)C=1C=NNC1)O